NC=1C(=NC=C(N1)C1CCC2([C@H](CC(C2)=O)N)CC1)SC1=C2C(CN(C2=CC=C1)C(C)=O)C 1-(4-((3-amino-5-((S)-4-amino-2-oxospiro[4.5]decan-8-yl)pyrazin-2-yl)thio)-3-methylindolin-1-yl)ethanone